(3-(4-(3,5-dimethylisoxazol-4-yl)-3-methylbenzyl)-1,2,3-oxadiazol-3-ium-5-yl)((3-(trifluoromethyl)phenyl)carbamoyl)amide CC1=NOC(=C1C1=C(C=C(C[N+]2=NOC(=C2)[N-]C(NC2=CC(=CC=C2)C(F)(F)F)=O)C=C1)C)C